methyl 5-amino-9-chloro-2-(pyridin-2-yl)-7-(2-(4-(pyrimidin-2-yl) piperazin-1-yl) ethyl)-7H-pyrrolo[3,2-e][1,2,4]triazolo[1,5-c]pyrimidine-8-carboxylate NC1=NC2=C(C=3N1N=C(N3)C3=NC=CC=C3)C(=C(N2CCN2CCN(CC2)C2=NC=CC=N2)C(=O)OC)Cl